(1R,3S,5R)-2-(2-(4-amino-6-ethyl-9H-pyrimido[4,5-b]indol-9-yl)acetyl)-N-(6-bromopyridin-2-yl)-2-azabicyclo[3.1.0]hexane-3-carboxamide NC1=NC=NC=2N(C3=CC=C(C=C3C21)CC)CC(=O)N2[C@@H]1C[C@@H]1C[C@H]2C(=O)NC2=NC(=CC=C2)Br